((R)-1-((S)-2-acetamido-6-(2-cyano-4-methylpent-2-enamido)hexanamido)-2-phenylethyl)boronic acid C(C)(=O)N[C@H](C(=O)N[C@@H](CC1=CC=CC=C1)B(O)O)CCCCNC(C(=CC(C)C)C#N)=O